2-tert-butyl-benzaldehyde C(C)(C)(C)C1=C(C=O)C=CC=C1